Cl.C1(CCC1)N1C[C@@H](CCC1)NC(CN1N=C(C2=C(C1=O)SC(=C2)COC)C(C)C)=O N-[(3R)-1-Cyclobutyl-3-piperidyl]-2-[4-isopropyl-2-(methoxymethyl)-7-oxo-thieno[2,3-d]pyridazin-6-yl]acetamide hydrochloride